COC=1C=C2C(C(COC2=CC1)=CC1=CC(=C(C=C1)OCCCCCN1CCCC1)OC)=O 6-methoxy-3-(3-methoxy-4-((5-(pyrrolidin-1-yl)pentyl)oxy)benzylidene)chroman-4-one